3-phenylamino-5-phenyl-1-(4-vinylbenzyl)-1H-1,2,4-triazole C1(=CC=CC=C1)NC1=NN(C(=N1)C1=CC=CC=C1)CC1=CC=C(C=C1)C=C